[Ag+].[Ag+].P(=O)(OCC=O)([O-])[O-] 2-oxoethyl phosphate di-silver salt